2-(4-(2-(2-chloro-5-cyanophenyl)-5,7-difluoro-4-oxo-1,4-dihydroquinolin-6-yl)phenyl)-N-methylacetamide ClC1=C(C=C(C=C1)C#N)C=1NC2=CC(=C(C(=C2C(C1)=O)F)C1=CC=C(C=C1)CC(=O)NC)F